(1-(6-Methoxyquinolin-8-yl)cyclopropyl)-2-methyl-5-((1-methylazetidin-2-yl)methoxy)benzamide COC=1C=C2C=CC=NC2=C(C1)C1(CC1)C=1C(=C(C(=O)N)C=C(C1)OCC1N(CC1)C)C